3-fluoro-2-(2,2,2-trifluoroethyl)benzaldehyde FC=1C(=C(C=O)C=CC1)CC(F)(F)F